1-(Benzo[d][1,3]dioxol-4-ylmethyl)-N-(2-cyclopropylpyrimidin-5-yl)-3-fluoro-1H-pyrazole-5-carboxamide O1COC2=C1C=CC=C2CN2N=C(C=C2C(=O)NC=2C=NC(=NC2)C2CC2)F